COC(=O)C12N(CC(C1)(C2)C(F)F)C(=O)OC(C)(C)C 2-Boc-4-(difluoromethyl)-2-azabicyclo[2.1.1]Hexane-1-carboxylic acid methyl ester